butanoic acid triethylammonium salt C(C)[NH+](CC)CC.C(CCC)(=O)[O-]